tert-butyl (2R,3S,4S)-4-[(tert-butoxycarbonyl)oxy]-3-({[(3S)-1-(tert-butoxycarbonyl)pyrrolidin-3-yl]carbamoyl}oxy)-2-[(4-methoxyphenyl)methyl]pyrrolidine-1-carboxylate C(C)(C)(C)OC(=O)O[C@@H]1[C@H]([C@H](N(C1)C(=O)OC(C)(C)C)CC1=CC=C(C=C1)OC)OC(N[C@@H]1CN(CC1)C(=O)OC(C)(C)C)=O